2-(3-methyl-1H-pyrrol-1-yl)ethan-1-ol tert-Butyl-(3-(trifluoromethoxy)cyclobutyl)carbamate C(C)(C)(C)N(C(=O)OCCN1C=C(C=C1)C)C1CC(C1)OC(F)(F)F